oxalic acid monosulfide C(C(=O)O)(=[O+][S-])O